2-(4-chlorophenethyl)benzoic acid ClC1=CC=C(CCC2=C(C(=O)O)C=CC=C2)C=C1